NC1=C(C=C(C=C1)C)C(=O)C1=NC=CC=C1 (2-amino-5-methylphenyl)-(pyridin-2-yl)-methanone